ClC=1C(=C(C=CC1C(F)(F)F)C1CCC(C=2C=C(C=C(C12)C#N)F)F)C#N 8-[3-Chloro-2-cyano-4-(trifluoromethyl)phenyl]-3,5-difluoro-5,6,7,8-tetrahydronaphthalene-1-carbonitrile